N-(4-fluorophenyl)-3-(4-(2-(2-hydroxypropan-2-yl)-6-(trifluoromethyl)pyridin-3-yl)phenyl)oxetane-3-carboxamide FC1=CC=C(C=C1)NC(=O)C1(COC1)C1=CC=C(C=C1)C=1C(=NC(=CC1)C(F)(F)F)C(C)(C)O